C([C@H](O)C1=CC=CC=C1)(=O)O.FC=1C=C(C=CC1F)[C@H]1[C@@H](C1)N (1R,2S)-2-(3,4-difluorophenyl)cyclopropylamine (R)-mandelate